O1C(=CC=C1)C=1SC=CN1 2-(Furan-2-yl)thiazol